5-allyl-imidazolidine-2,4-dione C(C=C)C1C(NC(N1)=O)=O